NO monoaminoalcohol